S-methyl-N-(4-nitrobenzenesulfonyl)-sulfoximine CS(=O)=NS(=O)(=O)C1=CC=C(C=C1)[N+](=O)[O-]